NCCSSC1=C(C(=O)N)C=CC=N1 2-((2-aminoethyl)disulfaneyl)nicotinamide